4-[4-fluoro-1-(5-fluoro-2-methoxy-pyrimidin-4-yl)piperidine-4-carbonyl]-3,5-dihydro-2H-pyrido[3,4-f][1,4]oxazepine-9-carbonitrile FC1(CCN(CC1)C1=NC(=NC=C1F)OC)C(=O)N1CCOC2=C(C1)C=NC=C2C#N